C(C)(C)(C)OC(=O)N1N=C(C2=NC(=C(C=C21)OC)Cl)C=2C=NN(C2)C 5-chloro-6-methoxy-3-(1-methyl-1H-pyrazol-4-yl)-1H-pyrazolo[4,3-b]Pyridine-1-carboxylic acid tert-butyl ester